3-(dimethylamino)acrylic acid ethyl ester C(C)OC(C=CN(C)C)=O